methyl 5-bromo-2-{2-[(tert-butoxycarbonyl)amino](1,1,2,2-2H4)ethyl}pyrazole-3-carboxylate BrC=1C=C(N(N1)C(C([2H])([2H])NC(=O)OC(C)(C)C)([2H])[2H])C(=O)OC